1-(4-(2,4-dioxotetrahydropyrimidin-1(2H)-yl)phenyl)piperidine-4-carboxaldehyde O=C1N(CCC(N1)=O)C1=CC=C(C=C1)N1CCC(CC1)C=O